CC1=C(C=C(C=C1)NC1CN(C1)C(=O)OC(C)(C)C)C(NCC1=CC=C(C=C1)C=1SC(=CC1)CN1CCCC1)=O tert-Butyl 3-((4-methyl-3-((4-(5-(pyrrolidin-1-ylmethyl)thiophen-2-yl)benzyl)carbamoyl)phenyl) amino)azetidine-1-carboxylate